N1(CCCCC1)C=1C2=C(N=CN1)N(C(=C2)C2=CC=C(C=C2)NC(=O)C2=NC=CC(=C2)CN2C[C@@H](CCC2)NC(OC(C)(C)C)=O)COCC[Si](C)(C)C tert-butyl (R)-(1-((2-((4-(4-(piperidin-1-yl)-7-((2-(trimethylsilyl)ethoxy)methyl)-7H-pyrrolo[2,3-d]pyrimidin-6-yl)phenyl)carbamoyl)pyridin-4-yl)methyl)piperidin-3-yl)carbamate